(S)-quinuclidin-3-yl((R)-7-fluoro-6-(3-isobutylphenyl)-2,2-dimethyl-1,2,3,4-tetrahydronaphthalen-1-yl)carbamate N12C[C@H](C(CC1)CC2)OC(N[C@@H]2C(CCC1=CC(=C(C=C21)F)C2=CC(=CC=C2)CC(C)C)(C)C)=O